O=C1NC=C(C=2C1=CN(N2)COCC[Si](C)(C)C)C(=O)O 4-oxo-2-((2-(trimethylsilyl)ethoxy)methyl)-4,5-dihydro-2H-pyrazolo[4,3-c]pyridine-7-carboxylic acid